3-(2,4-diaminophenoxy)propane-1,2-diol NC1=C(OCC(CO)O)C=CC(=C1)N